C[C@H]1N(CCOC1)C1=C2N=CN(C2=NC(=N1)C#CC=1N(C=C(N1)C1=CC=CC=C1)C)C (R)-3-Methyl-4-(9-methyl-2-((1-methyl-4-phenyl-1H-imidazol-2-yl)ethynyl)-9H-purin-6-yl)morpholine